bisphosphonate carbon [C+4].P([O-])([O-])=O.P([O-])([O-])=O